1-[5-(trifluoro-methyl)furan-2-yl]methanamine FC(C1=CC=C(O1)CN)(F)F